[14C]-cystine [14CH2]([C@@H](C(=O)O)N)SSC[C@@H](C(=O)O)N